FC1(CC2(C1)CC(NCC2)C=2C=CC(=NC2N2CC(C2)OC)C(=O)OC)F Methyl 5-{2,2-difluoro-7-azaspiro[3.5]nonan-6-yl}-6-(3-methoxyazetidin-1-yl)pyridine-2-carboxylate